2-(6-{5-chloro-2-[(oxacyclohex-4-yl)amino]pyrimidin-4-yl}-1-oxo-2,3-dihydro-1H-isoindol-2-yl)-N-[(1S)-1-(3-fluoropyridin-2-yl)-2-hydroxyethyl]acetamide ClC=1C(=NC(=NC1)NC1CCOCC1)C1=CC=C2CN(C(C2=C1)=O)CC(=O)N[C@H](CO)C1=NC=CC=C1F